C(=O)O.C1(CCCC1)N1CC2(CC1)CCN(CC2)C=2C1=C(N=C(N2)C2=CC=NC=C2)C=NC=C1 4-(2-cyclopentyl-2,8-diazaspiro[4.5]decan-8-yl)-2-(pyridin-4-yl)pyrido[3,4-d]pyrimidine formate salt